methyl (2S)-4-bromo-2-(tert-butoxycarbonylamino)-butanoate BrCC[C@@H](C(=O)OC)NC(=O)OC(C)(C)C